C(CCCCCCCC=CC=CCCCCC)=O 9,11-heptadecadienal